5-(2-methyl-2H-tetrazol-5-yl)-6-[4-(trifluoromethyl)phenoxy]pyridine-3-carboxylic acid CN1N=C(N=N1)C=1C=C(C=NC1OC1=CC=C(C=C1)C(F)(F)F)C(=O)O